2-(2-bromo-4-methoxyphenyl)-1-(2,2-dimethoxyethyl)-1H-pyrrole BrC1=C(C=CC(=C1)OC)C=1N(C=CC1)CC(OC)OC